O=C1NC(CCC1N1C(N(C2=C1C=CC(=C2)C2CCN(CC2)C2CC(C2)C(=O)O)C)=O)=O 3-[4-[1-(2,6-dioxo-3-piperidyl)-3-methyl-2-oxo-benzimidazol-5-yl]-1-piperidyl]cyclobutanecarboxylic acid